C1(CCCCC1)N(C(=O)C=1C(=C(C(=CC1CCCCC)O)C1=C(C=CC(=C1)C)C(=C)C)O)C N-cyclohexyl-2,6-dihydroxy-N,5'-dimethyl-4-pentyl-2'-(prop-1-en-2-yl)-[1,1'-biphenyl]-3-carboxamide